4,4-bis(4-(dimethylamino)phenyl)-N-(2-(ethylthio)phenyl)butanamide CN(C1=CC=C(C=C1)C(CCC(=O)NC1=C(C=CC=C1)SCC)C1=CC=C(C=C1)N(C)C)C